ClC1=CC=C(C=C1)S(=O)(=O)N(CCC1=NC=CC=C1)C1=CC=CC=C1 4-Chloro-N-phenyl-N-[2-(pyridin-2-yl)ethyl]benzensulfonamid